BrC=1C=CC(=NC1OC)NC(=O)[C@@H](CC(C)(C)C)NC(OC(C)(C)C)=O tert-Butyl N-[(1R)-1-[(5-bromo-6-methoxy-2-pyridyl)carbamoyl]-3,3-dimethyl-butyl]carbamate